ClC=1C=C2C(=NN1)NC[C@]1(N2C[C@@H](C1)OC1=NC=C(C(=C1)C)C=C)CC (6aS,8R)-2-chloro-6a-ethyl-8-((4-methyl-5-vinylpyridin-2-yl)oxy)-5,6,6a,7,8,9-hexahydropyrrolo[1',2':4,5]pyrazino[2,3-c]pyridazine